3-(4-{[3-(3-methoxyphenyl)pentan-3-yl]sulfamoyl}phenyl)-1-(pyridin-3-ylmethyl)urea COC=1C=C(C=CC1)C(CC)(CC)NS(=O)(=O)C1=CC=C(C=C1)NC(NCC=1C=NC=CC1)=O